2,6-dichloro-benzonitrile ClC1=C(C#N)C(=CC=C1)Cl